C[C@]1([C@H](C1)C)C(=O)N1CCC2(CO2)CC1 ((1S,2S)-1,2-dimethylcyclopropyl)(1-oxa-6-azaspiro[2.5]oct-6-yl)methanone